epoxy-4-(2-oxiranyl)-cyclohexane O1C(C1)C1CC2C(CC1)O2